CC=1C=CC(=NC1)N1C(NC=C(C1=O)C(=O)OCC)=O Ethyl 3-(5-methylpyridin-2-yl)-2,4-dioxo-1,2,3,4-tetrahydropyrimidine-5-carboxylate